N-[(2-amino-3-fluoroquinolin-7-yl)methyl]-N-(2-methanesulfonylphenyl)-4-(trifluoromethyl)pyrimidine-5-carboxamide NC1=NC2=CC(=CC=C2C=C1F)CN(C(=O)C=1C(=NC=NC1)C(F)(F)F)C1=C(C=CC=C1)S(=O)(=O)C